methyl 1-methyl-2-(2-((4-(4-methylpiperazin-1-yl) phenyl) amino)-5-(oxazol-5-yl) pyrimidin-4-yl)-1H-imidazole-4-carboxylate CN1C(=NC(=C1)C(=O)OC)C1=NC(=NC=C1C1=CN=CO1)NC1=CC=C(C=C1)N1CCN(CC1)C